3-[(2S)-4-[(tert-Butoxy)carbonyl]morpholin-2-yl]propanoic acid C(C)(C)(C)OC(=O)N1C[C@@H](OCC1)CCC(=O)O